ClCCCCC(=O)Cl 5-Chlorovaleroylchlorid